C(C)OC(=O)NC1=CC2=C(C3=C(S2)C=C(C=C3)S(=O)(=O)N[C@H](C(=O)O)C(C)C)C=C1 (S)-2-(7-(ethoxycarbonylamino)dibenzo[b,d]thiophene-3-sulfonamido)-3-methyl-butanoic acid